(2R,3R,4R,5S)-1-(((1r,4R)-4-(tert-butyl)cyclohexyl)methyl)-2-(hydroxymethyl)piperidine-3,4,5-triol C(C)(C)(C)C1CCC(CC1)CN1[C@@H]([C@H]([C@@H]([C@H](C1)O)O)O)CO